CC1=CNC2=NC=C(C=C21)C2=CC1=C(COCC(C1)=C)C(=C2)[C@H]2NCCC2 (S)-3-Methyl-5-(4-methylene-9-(pyrrolidin-2-yl)-1,3,4,5-tetrahydrobenzo[c]oxepin-7-yl)-1H-pyrrolo[2,3-b]pyridine